C(C)OC(=O)C1=CC=C(C=C1)C1=CC(=C(C=C1)O)Br 3'-bromo-4'-hydroxy-[1,1'-biphenyl]-4-carboxylic acid ethyl ester